naphthalate potassium [K+].C1(=CC=CC2=CC=CC=C12)C(=O)[O-]